3-((2,4-Difluoro-5-(trifluoromethyl)benzyl)oxy)azetidine FC1=C(COC2CNC2)C=C(C(=C1)F)C(F)(F)F